(4-amino-5-(3-fluoro-4-((4-methylpyrimidin-2-yl)oxy)phenyl)-9,9-dimethyl-8,9-dihydropyrazino[1',2':1,5]pyrrolo[2,3-d]pyrimidin-7(6H)-yl)-2-fluoroprop-2-en-1-one NC=1C2=C(N=CN1)N1C(=C2C2=CC(=C(C=C2)OC2=NC=CC(=N2)C)F)CN(CC1(C)C)C(C(=C)F)=O